S1C(=CC=C1)/C(/CC=C)=N/O (E)-1-(thien-2-yl)but-3-en-1-one oxime